ClC1=CC(=C(N=N1)OC(F)F)C1=CC(=NC=C1C(=O)OC)C methyl 4-(6-chloro-3-(difluoromethoxy)pyridazin-4-yl)-6-methylnicotinate